cis-N1-methyl-N4-(5-(2-methyl-1-(tetrahydro-2H-pyran-4-yl)-1H-imidazo[4,5-b]pyridin-6-yl)pyrrolo[2,1-f][1,2,4]triazin-2-yl)cyclohexane-1,4-diamine CN[C@@H]1CC[C@@H](CC1)NC1=NN2C(C=N1)=C(C=C2)C=2C=C1C(=NC2)N=C(N1C1CCOCC1)C